tert-butyl(4-((1-(6-(pyridazin-4-yl)-1H-benzo[d][1,2,3]triazol-4-yl)azetidin-3-yl)oxy)butyl)carbamate C(C)(C)(C)OC(NCCCCOC1CN(C1)C1=CC(=CC=2NN=NC21)C2=CN=NC=C2)=O